NC1=C(C(=C(S1)C(=O)NC1=C(C=C(C=C1)C)C)C)C(=O)N 5-Amino-N2-(2,4-dimethylphenyl)-3-methylthiophene-2,4-dicarboxamide